C(C=C)(=O)NC1=C(C=CC=C1)NC1=NC(=NC=C1C(=O)NC1=C(C=C(C=C1C)Cl)Cl)NC1=CC=C(C=C1)N1CCN(CC1)C 4-((2-acrylamidophenyl)amino)-N-(2,4-dichloro-6-methylphenyl)-2-((4-(4-methylpiperazin-1-yl)phenyl)amino)pyrimidine-5-carboxamide